S(=O)(=O)(O)[O-].[NH+]1=CC=CC=C1 pyridinium hydrogensulfate